COC=1C(=C2C=CNC2=C(C1)C)CN1CC2COCCN2CC1C1=CC=C(C(=O)O)C=C1 4-(8-((5-methoxy-7-methyl-1H-indol-4-yl)methyl)octahydropyrazino[2,1-c][1,4]oxazin-7-yl)benzoic acid